C[N+](C)(C)C12CC3CC(CC(C1)C3)C2 N,N,N-trimethyl-adamantylammonium